3-(3-(difluoromethyl)-4-((4-ethylpiperazin-1-yl)methyl)phenyl)urea FC(C=1C=C(C=CC1CN1CCN(CC1)CC)NC(N)=O)F